FC1=CC=C2C(=C1)O[C@](C1=C2NC2=C(C=C(C=C12)F)F)(C)CO [(6S)-3,8,10-trifluoro-6-methyl-11H-chromeno[4,3-b]indol-6-yl]methanol